5-methoxy-2H-benzotriazole COC1=CC=2C(=NNN2)C=C1